OCC#CI 3-hydroxy-1-propynyl iodide